ClC(=O)C1(CC1)C(=O)OC methyl 1-chlorocarbonylcyclopropanecarboxylate